(5-amino-2-methylquinolin-3-yl)piperidine-2,6-dione NC1=C2C=C(C(=NC2=CC=C1)C)N1C(CCCC1=O)=O